C1(CC1)CN1N=C2C(N(C(N(C2)C2CCN(CC2)C2=C(C=CC=C2C)F)=O)CC2=C(C=CC=C2)C(F)(F)F)=C1 2-cyclopropylmethyl-6-[1-(2-fluoro-6-methyl-phenyl)-piperidin-4-yl]-4-(2-trifluoromethyl-benzyl)-2,4,6,7-tetrahydro-pyrazolo[4,3-d]pyrimidin-5-one